benzyl 3-(2-(2-aminoethoxy)ethoxy)propanoate NCCOCCOCCC(=O)OCC1=CC=CC=C1